O=C1C(=CC(C2=CC=CC=C12)=O)NC=1C=C(C=CC1)C1=C(C(=O)N)C=CC(=C1)[N+](=O)[O-] (3-((1,4-dioxo-1,4-dihydronaphthalen-2-yl)amino)phenyl)-4-nitrobenzamide